2-bromo-N-(2-((tert-butyldimethylsilyl)oxy)ethyl)-N-((6-cyclopropylimidazo[1,2-a]pyridin-2-yl)methyl)pyridin-4-amine BrC1=NC=CC(=C1)N(CC=1N=C2N(C=C(C=C2)C2CC2)C1)CCO[Si](C)(C)C(C)(C)C